C(=O)C1=C(OCC2N(CCSC2)C(=O)C2=C(C(=O)O)C=CC=C2)C=CC=C1O 2-(3-((2-formyl-3-hydroxyphenoxy)methyl)thiomorpholine-4-carbonyl)benzoic acid